C(C)OC1(CC1)CC(C(F)(F)F)NC(N([C@H](C)C1=CC(=CC=C1)C=1N=C(C=2N(C1)C=CN2)OC)CC)=O 3-(3-(1-ethoxycyclopropyl)-1,1,1-trifluoropropan-2-yl)-1-ethyl-1-((R)-1-(3-(8-methoxyimidazo[1,2-a]pyrazin-6-yl)phenyl)ethyl)urea